4-dihydroxybenzene C1=CC(=CC=C1O)O